C(C)(C)(C)OC(NC1=CC(=NC=C1OC(C)C)Cl)=O (2-Chloro-5-isopropoxypyridin-4-yl)carbamic acid tert-butyl ester